The molecule is a triazole that is benzonitrile substituted by a (1S,2S)-3-(4-fluorophenyl)-2-hydroxy-1-(1,2,4-triazol-1-yl)propyl group at position 4. It is an organofluorine compound, a member of triazoles and a secondary alcohol. It derives from a benzonitrile. C1=CC(=CC=C1C[C@@H]([C@H](C2=CC=C(C=C2)C#N)N3C=NC=N3)O)F